4-[3-[2,6-Dichloro-4-(4-methylpiperazin-1-yl)benzoyl]-5-fluoro-2,4-dihydro-1,3-benzoxazin-8-yl]-5-fluoro-2-morpholin-4-ylbenzoic acid ClC1=C(C(=O)N2COC3=C(C2)C(=CC=C3C3=CC(=C(C(=O)O)C=C3F)N3CCOCC3)F)C(=CC(=C1)N1CCN(CC1)C)Cl